4-[[(1S)-2-hydroxy-1-phenyl-ethyl]amino]-2-(3-methyl-4-methylsulfonyl-anilino)-N-(2,2,2-trifluoroethyl)-pyrimidine-5-carboxamide OC[C@H](C1=CC=CC=C1)NC1=NC(=NC=C1C(=O)NCC(F)(F)F)NC1=CC(=C(C=C1)S(=O)(=O)C)C